The molecule is a oxa fatty acid anion and the conjugate base of colnelenic acid, arising from deprotonation of the carboxylic acid group. It is a straight-chain fatty acid anion, a long-chain fatty acid anion, an oxa fatty acid anion and a polyunsaturated fatty acid anion. It is a conjugate base of a colnelenic acid. CC/C=C\\C/C=C\\C=C\\O/C=C/CCCCCCC(=O)[O-]